ClC1=CC=C(C=N1)CN([C@@H]1CN(CCC1)C=1C=NC(=CC1)[N+](=O)[O-])CC1=CN2C3=C(C(=C(C=C3C1=O)F)F)OCC2 (S)-6-((((6-chloropyridin-3-yl)methyl)(1-(6-nitropyridin-3-yl)piperidin-3-yl)amino)methyl)-9,10-difluoro-2,3-dihydro-7H-[1,4]oxazino[2,3,4-ij]quinolin-7-one